C1(=CC=CC=C1)[PH+](C1=CC=CC=C1)C1=CC=CC=C1.C(CCC(=O)Br)(Br)=N succinyl bromide Imide triphenylphosphonium salt